4-(p-methylphenoxy)meta-phenylenediamine CC1=CC=C(OC2=C(C=C(C=C2)N)N)C=C1